BrC=1C=C2CC(NC2=C(C1)CO)=O 5-bromo-7-(hydroxymethyl)indolin-2-one